C(C)(=O)O[C@@H]1COCC[C@H]1NC1=NN2C(C=N1)=C(C(=C2C(C)C(C)(C)F)C#N)I (3S,4R)-4-{[6-cyano-7-(3-fluoro-3-methylbutan-2-yl)-5-iodopyrrolo[2,1-f][1,2,4]triazin-2-yl]amino}oxan-3-yl acetate